NC=1C=CC2=C(N(C(=N2)C)C2N(C=C(C=N2)F)C2=CC=C(C=C2)C)C1 2-(6-amino-2-methyl-1H-benzimidazol-1-yl)-5-fluoro-N-(4-methylphenyl)pyrimidine